Heptaethylene Glycol Monotetradecyl Ether C(CCCCCCCCCCCCC)OCCOCCOCCOCCOCCOCCOCCO